COC=1C=CC2=C(N(C=N2)C)C1CNC(=O)NC1=CC(=CC=C1)C(F)(F)F 1-((6-methoxy-1-methyl-1H-benzimidazol-7-yl)methyl)-3-(3-(trifluoromethyl)-phenyl)urea